FC1=C2CN(CC2=CC(=C1)F)C(=O)NC1=CC=C(C=C1)C1CCN(CC1)C(=O)OC[C@H]1NC(OC1)=O (S)-(2-OXOOXAZOLIDIN-4-YL)METHYL 4-(4-(4,6-DIFLUOROISOINDOLINE-2-CARBOXAMIDO)PHENYL)PIPERIDINE-1-CARBOXYLATE